C1(CC1)NC(C1=C(C=C(C=C1OC)C1=CN=C2N1C=CC(=C2)C(C(C(C)C)O)(C)C)OC(F)F)=O N-cyclopropyl-2-(difluoromethoxy)-4-[7-(2-hydroxy-1,1,3-trimethyl-butyl)imidazo[1,2-a]pyridin-3-yl]-6-methoxy-benzamide